((1-(4-bromophenyl)-2,2-difluorovinyl)oxy)trimethylsilane BrC1=CC=C(C=C1)C(=C(F)F)O[Si](C)(C)C